BrC=1C=CC(=NC1)C=1N=NN(N1)C 5-bromo-2-(2-methyl-2H-tetrazol-5-yl)pyridine